C(C)(C)(CC)C=1C(=C(C=C(C1)C(C)(C)CC)C1=C(C(=O)C2=CC=CC=C2)C=CC=C1)O 2-(3',5'-Di-tert-amyl-2'-hydroxyphenyl)benzophenone